BrC1=NN(C(=C1)CCC)C1=CC=C(C=C1)OC(F)(F)F 3-bromo-5-propyl-1-[4-(trifluoromethoxy)phenyl]pyrazole